C1=CC(=C(C=C1[N+](=O)[O-])[N+](=O)[O-])S(=O)(=O)O DiNitroBenzeneSulfonic Acid